water Potassium permanganate [Mn](=O)(=O)(=O)[O-].[K+].O